diacetyloxy-butoxy-methyl-silane C(C)(=O)O[Si](C)(OCCCC)OC(C)=O